CC1=C(OC(C(=O)OCC)(C)C)C(=CC(=C1)CN1C(N(C=C1)C1=CC=C(C=C1)C(F)(F)F)=O)C Ethyl 2-(2,6-dimethyl-4-((2-oxo-3-(4-(trifluoromethyl) phenyl)-2,3-dihydro-1H-imidazol-1-yl) methyl) phenoxy)-2-methylpropionate